3-((4,4-bis(((Z)-non-3-en-1-yl)oxy)butanoyl)oxy)-2-(hydroxymethyl)propyl (9Z,12Z)-octadeca-9,12-dienoate C(CCCCCCC\C=C/C\C=C/CCCCC)(=O)OCC(COC(CCC(OCC\C=C/CCCCC)OCC\C=C/CCCCC)=O)CO